((tetrahydro-2H-pyran-4-yl)methyl)nicotinamide O1CCC(CC1)CC1=C(C(=O)N)C=CC=N1